C(C1=CC=CC=C1)[C@@H]1CN=C(O1)C=1OC(CN1)CC1=CC=CC=C1 (5R,5R)-5,5'-dibenzyl-4,4',5,5'-tetrahydro-2,2'-bioxazole